FC=1C=NN(C1)C1=CC=C(C=N1)C(C)N1CCNC2(C1=O)CCNCC2 4-(1-(6-(4-fluoro-1H-pyrazol-1-yl)pyridin-3-yl)ethyl)-1,4,9-triazaspiro[5.5]undecan-5-one